OC([C@H](/C=C/C(C)[C@@H]1CC[C@H]2[C@H](CCC[C@]12C)O)C)(C)C (1S,3aR,4S,7aR)-1-((5S,E)-6-hydroxy-5,6-dimethylhept-3-en-2-yl)-7a-methyloctahydro-1H-inden-4-ol